C([C@@H](O)C)(=O)O.COC1NC(C2=CC=CC=C12)=O 3-methoxy-2,3-dihydro-1H-isoindol-1-one-L-(+)-lactic acid salt